fluoro-4-(MethylsulfonylaMino)benzyl isothiocyanate FC(C1=CC=C(C=C1)NS(=O)(=O)C)N=C=S